(rac)-(2s,4s)-2-(1-(4-(1-Methylcyclopropyl)phenyl)-3-azabicyclo[3.1.0]hexane-3-carbonyl)-7-oxa-5-azaspiro[3.4]octan-6-one CC1(CC1)C1=CC=C(C=C1)C12CN(CC2C1)C(=O)C1CC2(C1)NC(OC2)=O